ClC1=C(C=CC=C1)C1=CC(OC2=CC(=CC=C12)OC(C(=O)N1C[C@H](CCC1)C(=O)O)CC)=O (3S)-1-[2-[4-(2-chlorophenyl)-2-oxo-chromen-7-yl]oxybutyryl]piperidine-3-carboxylic acid